4-amino-N-(4-(methoxymethyl)phenyl)-1-(cis-2-methylcyclopentyl)-1H-pyrazolo[3,4-d]pyrimidine-3-carboxamide NC1=C2C(=NC=N1)N(N=C2C(=O)NC2=CC=C(C=C2)COC)[C@H]2[C@H](CCC2)C